CSCCCOC=1C=C2C=CNC2=CC1 5-Methylthiopropoxyindole